6,6-dimethyl-5H,6H,7H-pyrazolo[3,2-b][1,3]oxazin CC1(CN2C(OC1)=CC=N2)C